BrC=1C=C(C2=C(N(C(=N2)C)C(C)C)C1)OC(C)(C)C 6-bromo-4-(tert-butoxy)-1-isopropyl-2-methyl-1H-benzo[d]imidazole